6-chloro-3-methoxy-1-methyl-2-(4-((4-(pyrrolidin-1-yl)cyclohexyl)oxy)phenyl)quinolin-4(1H)-one ClC=1C=C2C(C(=C(N(C2=CC1)C)C1=CC=C(C=C1)OC1CCC(CC1)N1CCCC1)OC)=O